bis-(2,2,2-trifluoro ethyl) ether FC(COCC(F)(F)F)(F)F